O=C1NC=C(C=C1)NC1=CC=CC=C1 2-Oxo-5-(phenylamino)-1,2-dihydropyridin